(S)-N-(5-methyl-4-oxo-7-(7-oxa-2-azaspiro[3.5]nonan-2-yl)-2,3,4,5-tetrahydropyrido[3,2-b][1,4]oxazepin-3-yl)-4-phenoxypyridineamide CN1C2=C(OC[C@@H](C1=O)NC(=O)C1=NC=CC(=C1)OC1=CC=CC=C1)C=CC(=N2)N2CC1(C2)CCOCC1